O1CCC(=CC1)C=1C2=C(C(=NC1)OC)N=C(S2)C2=C(C(=O)N)C=CC=C2 [7-(3,6-dihydro-2H-pyran-4-yl)-4-methoxy-[1,3]thiazolo[4,5-c]pyridin-2-yl]benzamide